NCCCCCCCCCCC1=CC2=C(N(C(N2C)=O)C2C(NC(CC2)=O)=O)C=C1 3-(5-(10-aminodecyl)-3-methyl-2-oxo-2,3-dihydro-1H-benzo[d]imidazol-1-yl)piperidine-2,6-dione